2-(1-(4-bromophenyl)-3-(4-bromophenyl)-1H-pyrazol-4-yl)-5-methyl-3-(2-(2-oxoindolin-6-yl)ethyl)oxazolidin-4-one BrC1=CC=C(C=C1)N1N=C(C(=C1)C1OC(C(N1CCC1=CC=C2CC(NC2=C1)=O)=O)C)C1=CC=C(C=C1)Br